4-ethynylpiperidine trifluoroacetic acid salt FC(C(=O)O)(F)F.C(#C)C1CCNCC1